2-oxo-6,9,12-trioxa-3-azapentadecan-15-oic acid O=C(C)NCCOCCOCCOCCC(=O)O